FC=1C(=NC2=CC=CC=C2C1)N fluoroquinolin-2-amine